ClC=1C=CC=C2C(=CC(=NC12)NC1=NC=CC(=C1)C(F)(F)F)NCCN1CCOCC1 8-Chloro-N4-(2-morpholinoethyl)-N2-(4-(trifluoromethyl)pyridin-2-yl)chinolin-2,4-diamin